C1(CC1)N1C(=NN=C1)C1=CC=CC(=N1)N1C(C2=C(C1)C=C(S2)N(C)C)=O 5-(6-(4-cyclopropyl-4H-1,2,4-triazol-3-yl)pyridin-2-yl)-2-(dimethylamino)-4,5-dihydro-6H-thieno[2,3-c]pyrrol-6-one